(E)-1-(3-(4-((4-([1,2,4]triazolo[1,5-a]pyridin-7-yloxy)-3-methylphenyl)amino)pyrrolo[2,1-f][1,2,4]triazin-5-yl)azetidin-1-yl)-4-(3,3-difluoroazetidin-1-yl)but-2-en-1-one N=1C=NN2C1C=C(C=C2)OC2=C(C=C(C=C2)NC2=NC=NN1C2=C(C=C1)C1CN(C1)C(\C=C\CN1CC(C1)(F)F)=O)C